BrC1=NC=CC(=C1F)NC(=O)N1CC=2C(=NN3C2C(CC[C@H](C3)O)(F)F)C[C@H]1C (3R,8R)-N-(2-Bromo-3-fluoropyridin-4-yl)-11,11-difluoro-8-hydroxy-3-methyl-3,4,8,9,10,11-hexahydro-1H-pyrido[4',3':3,4]pyrazolo[1,5-a]azepine-2(7H)-carboxamide